ClC1=C(C=CC=C1)C=1NC(=C(N1)C1=CC=CC=C1)C1=CC=CC=C1 2-(2-chlorophenyl)-4,5-diphenyl-1H-imidazole